NC1(CC=C(C=C1)C1=CC=CC=C1)C1=NC(=NC(=N1)C1(CC=C(C=C1)C1=CC=CC=C1)N)C1(CC=C(C=C1)C1=CC=CC=C1)N 2,4,6-tris-(4-aminobiphenyl-4-yl)-1,3,5-triazine